ClC=1C=C(OC[C@H](C2=CC(=C(C=C2)F)Cl)NC(=O)[C@@H]2CNC(O2)=O)C=CC1F (S)-N-((S)-2-(3-chloro-4-fluorophenoxy)-1-(3-chloro-4-fluorophenyl)ethyl)-2-oxooxazolidine-5-carboxamide